[4-(5-{[(tert-butyldimethylsilyl)oxy]methyl}-1,4-oxazepan-4-yl)-8-methyl-2-(methylsulfanyl)-5-oxopyrano[4,3-d]pyrimidin-7-yl]-6-(methoxymethoxy)naphthalene-1-carbonitrile [Si](C)(C)(C(C)(C)C)OCC1N(CCOCC1)C=1C2=C(N=C(N1)SC)C(=C(OC2=O)C2=C(C1=CC=C(C=C1C=C2)OCOC)C#N)C